(2R,3R,5S)-2-(2-Acetamido-6,8-dioxo-7-(prop-2-yn-1-yl)-1,6,7,8-tetrahydro-9H-purin-9-yl)-5-propionyltetrahydrofuran-3-yl acetate C(C)(=O)O[C@H]1[C@@H](O[C@@H](C1)C(CC)=O)N1C=2N=C(NC(C2N(C1=O)CC#C)=O)NC(C)=O